4-{[3-(4-cyclopropanecarbonylpiperazine-1-carbonyl)-4-fluorophenyl]methyl}-1,2-dihydrophthalazin-1-one C1(CC1)C(=O)N1CCN(CC1)C(=O)C=1C=C(C=CC1F)CC1=NNC(C2=CC=CC=C12)=O